NC1=CC=C2C(=NNC2=C1)N1CC(C1)CO (1-(6-amino-1H-indazol-3-yl)azetidin-3-yl)methanol